C1(=CC=CC=C1)C(C(=O)O)C1CCOCC1 2-phenyl-2-(tetrahydro-2H-pyran-4-yl)acetic acid